N6-(N6-((S)-5-(tert-butoxy)-4-(19-(di-tert-butoxyphosphoryl)nonadecanamido)-5-oxopentanoyl)-N2-(tert-butoxycarbonyl)-L-lysyl)-L-lysine C(C)(C)(C)OC([C@H](CCC(=O)NCCCC[C@H](NC(=O)OC(C)(C)C)C(=O)NCCCC[C@H](N)C(=O)O)NC(CCCCCCCCCCCCCCCCCCP(=O)(OC(C)(C)C)OC(C)(C)C)=O)=O